1-bromo-1,3-dimethyl-1,3-disilacyclobutane Br[Si]1(C[SiH](C1)C)C